CN1CCN(CC1)N1C(=CC2=CC=CC=C12)C(F)(F)F 4-Methylpiperazin-1-Yl-2-(Trifluoromethyl)-1H-Indole